OC1=NNC=C1 3-hydroxy-1H-pyrazole